(E)-2-((1-(2,4-difluorobenzyl)piperidin-4-yl)methylene)-5,6-dimethoxy-2,3-dihydrobenzo[b]thiophene 1,1-dioxide FC1=C(CN2CCC(CC2)\C=C\2/CC3=C(S2(=O)=O)C=C(C(=C3)OC)OC)C=CC(=C1)F